(R)-N-(5-(3-cyclopropyl-1,2,4-oxadiazol-5-yl)-2,3-dihydro-1H-inden-1-yl)-1,5-dimethyl-1H-pyrazole-4-carboxamide C1(CC1)C1=NOC(=N1)C=1C=C2CC[C@H](C2=CC1)NC(=O)C=1C=NN(C1C)C